C1CCC12NCCN(C2)C2=CC=CC(=N2)C2=NC1=CC(=NC=C1C=C2)CNC(C2=CC(=CC=C2)S(=O)(=O)C(F)F)=O N-((2-(6-(5,8-diazaspiro[3.5]nonan-8-yl)pyridin-2-yl)-1,6-naphthyridin-7-yl)methyl)-3-((difluoromethyl)sulfonyl)benzamide